p-benzoquinone-13C [13C]1(C=CC(C=C1)=O)=O